4-[(3aR,9bR)-7-[(3-chlorophenyl)methoxy]-9b-(4-fluorobenzenesulfonyl)-1H,2H,3H,3aH,4H,5H,9bH-benzo[e]indole-3-carbonyl]-1λ6-thiane-1,1-dione ClC=1C=C(C=CC1)COC1=CC2=C([C@@]3(CCN([C@@H]3CC2)C(=O)C2CCS(CC2)(=O)=O)S(=O)(=O)C2=CC=C(C=C2)F)C=C1